4-nitrophenyl (trans-4-(pyridin-2-yldisulfaneyl)cyclohexyl) carbonate C(OC1=CC=C(C=C1)[N+](=O)[O-])(O[C@@H]1CC[C@H](CC1)SSC1=NC=CC=C1)=O